1-Butoxy-2-methyl-3-propyltetralin C(CCC)OC1C(C(CC2=CC=CC=C12)CCC)C